FC(C=1C=CC=2N(C1)C=CN2)F 6-(difluoromethyl)imidazo[1,2-a]pyridin